Isocyanoethyl methylbenzoate CC1=C(C(=O)OCC[N+]#[C-])C=CC=C1